4-hydroxyphenyl-alpha-methylbenzeneacetic acid ethyl ester C(C)OC(C(C1=C(C=CC=C1)C1=CC=C(C=C1)O)C)=O